5-((6aR,7R,10aS)-9-cyano-7,10a-dimethyl-8-oxo-4-phenyl-5,6,6a,7,8,10a-hexahydrobenzo[h]Quinazolin-2-yl)-1,2,3,6-tetrahydropyridine C(#N)C1=C[C@@]2([C@H](CCC=3C(=NC(=NC23)C2=CCCNC2)C2=CC=CC=C2)[C@H](C1=O)C)C